ClC=1C=C(C=CC1)C#CC(CC)O 1-(3-chlorophenyl)pent-1-yne-3-ol